N-(4-cyanobenzyl)-1-methyl-6-((1-(N-(5-methylisoxazol-3-yl)sulfamoyl)cyclopropyl)methyl)-7-oxo-4,5,6,7-tetrahydro-1H-pyrazolo[3,4-c]pyridine-3-carboxamide C(#N)C1=CC=C(CNC(=O)C2=NN(C=3C(N(CCC32)CC3(CC3)S(NC3=NOC(=C3)C)(=O)=O)=O)C)C=C1